(5-fluoro-2-((trimethylsilyl)ethynyl)phenyl)boronic acid FC=1C=CC(=C(C1)B(O)O)C#C[Si](C)(C)C